2-[3-Amino-4-[(E)-3-(4-hydroxyphenyl)prop-2-enoyl]phenoxy]-2-methylpropanoic acid NC=1C=C(OC(C(=O)O)(C)C)C=CC1C(\C=C\C1=CC=C(C=C1)O)=O